NC12CC3CC(CC(C1)C3)C2 amino-adamantane